acryloxypropyltributylammonium chloride [Cl-].C(C=C)(=O)OCCC[N+](CCCC)(CCCC)CCCC